(4aR,10aR)-6-methoxy-1-propyl-1,2,3,4,4a,5,10,10a-octahydrobenzo[g]quinolin-7-ol COC1=C(C=CC2=C1C[C@H]1CCCN([C@@H]1C2)CCC)O